C(#N)C=1C=C(C=NC1OC(F)F)NC(=O)[C@@H]1C[C@@](C2=C1C=NC=1N2N=C(C1)F)(C=1C=NN(C1)C)C (6R,8R)-N-(5-cyano-6-(difluoromethoxy)pyridin-3-yl)-2-fluoro-8-methyl-8-(1-methyl-1H-pyrazol-4-yl)-7,8-dihydro-6H-cyclopenta[e]pyrazolo[1,5-a]pyrimidine-6-carboxamide